6-hydroxybenzomorpholine OC=1C=CC=2OCCNC2C1